FC1(CN(C1)C1=CC(=C(C=C1)F)N1N=C2N=CC(=CC2=C1)C1CCOCC1)F 3,3-difluoro-N-{4-fluoro-3-[5-(oxan-4-yl)-2H-pyrazolo[3,4-b]pyridin-2-yl]phenyl}azetidine